3-(4-morpholinoanilino)-5-(oxetan-3-ylmethylamino)pyrazine-2-carboxamide O1CCN(CC1)C1=CC=C(NC=2C(=NC=C(N2)NCC2COC2)C(=O)N)C=C1